C(C)N(CCCN1N=NN(C1=S)C1=C(C=CC=C1)[N+](=O)[O-])CC 1-(3-(diethylamino)propyl)-4-(nitrophenyl)-1,4-dihydro-5H-tetrazole-5-thione